tert-butyl 4-((4-(3-(2,6-dioxopiperidin-3-yl)-1-methyl-1H-indazol-7-yl) piperazin-1-yl) methyl)-4-hydroxypiperidine-1-carboxylate O=C1NC(CCC1C1=NN(C2=C(C=CC=C12)N1CCN(CC1)CC1(CCN(CC1)C(=O)OC(C)(C)C)O)C)=O